COC=1C=C(OCCSCC2=NNC(N2)=O)C=CC1OC 3-[(3,4-Dimethoxyphenoxyethylsulfanyl)methyl]-1H-1,2,4-triazol-5(4H)-one